2-(5-bromo-2-methoxyphenoxy)tetrahydro-2H-pyran-13C BrC=1C=CC(=C(O[13CH]2OCCCC2)C1)OC